7-[3-(3-hydroxypropoxy)azetidin-1-yl]-5-methyl-4-oxo-1-[3-(pyridin-3-yl)-1,2,4-thiadiazol-5-yl]-1,4-dihydro-1,8-naphthyridine-3-carboxylic acid OCCCOC1CN(C1)C1=CC(=C2C(C(=CN(C2=N1)C1=NC(=NS1)C=1C=NC=CC1)C(=O)O)=O)C